COC(C(C)NC(=O)N1C=NC=C1)OC N-(1,1-dimethoxypropan-2-yl)-1H-imidazole-1-carboxamide